BrC=1C=CC2=CN(C(N=C2C1)Cl)COCC[Si](C)(C)C 7-bromo-2-chloro-3-((2-(trimethylsilyl)ethoxy)methyl)quinazolin